O=C1NC(CCC1N1C(C2=CC=CC(=C2C1=O)NCCOCCOCCNS(=O)(=O)C1CNC1)=O)=O N-(2-(2-(2-((2-(2,6-Dioxopiperidin-3-Yl)-1,3-Dioxoisoindolin-4-Yl)Amino)Ethoxy)Ethoxy)Ethyl)Azetidine-3-Sulfonamide